Tert-butyl 3,3-dimethyl-4-oxopiperidin-1-carboxylate CC1(CN(CCC1=O)C(=O)OC(C)(C)C)C